C(CCC)(=O)[O-].[K+] potassium butyrate